FC1=C(C(=CC=C1)C)N1CCN(CC1)C1=CC=2C(=NC(=CN2)C)N(C1=O)CC1=NC=CN=C1OC 7-(4-(2-Fluoro-6-methylphenyl)piperazin-1-yl)-5-((3-methoxypyrazin-2-yl)methyl)-3-methylpyrido[2,3-b]pyrazin-6(5H)-one